P(OC1=C(C=CC=C1)CCCCCCCC)([O-])[O-] ortho-octylphenyl phosphite